OC(=O)CCCCCCCCC.OCC(O)CO.OCC(O)CO.OCC(O)CO.OCC(O)CO tetraglycerol monocaprate